C(C)(=O)OC=1C(=NC(=CC1F)C=1N=NN(C1CN1C(C=CC(=C1)CCC)=O)C)C 1-(4-fluoro-2-methyl-6-(1-methyl-5-((2-oxo-5-propylpyridin-1(2H)-yl) methyl)-1H-1,2,3-triazol-4-yl) pyridin-3-yl) acetate